9-chloro-4-(3-chloro-2-methyl-phenyl)-5-[4-[(3S)-1-(3-fluoropropyl)pyrrolidin-3-yl]oxyphenyl]-2,3-dihydro-1-benzoxepin-8-ol ClC1=C(C=CC=2C(=C(CCOC21)C2=C(C(=CC=C2)Cl)C)C2=CC=C(C=C2)O[C@@H]2CN(CC2)CCCF)O